3,4-dihydroxy-phenylalanine cerium [Ce].OC=1C=C(C[C@H](N)C(=O)O)C=CC1O